C1(=CC=CC=C1)C(CCCCCCC(C)C)(P(O)(O)(O)CCCCCCCC(C)C)C1=CC=CC=C1.F[C@@H]1CN(CC1)C1=NC=CC(=C1C1=CC(=NN1)C=1C=NC=CC1)C1=CC=CC=C1 (S)-2-(3-fluoropyrrolidin-1-yl)-4-phenyl-3-(3-(pyridin-3-yl)-1H-pyrazol-5-yl)pyridine diphenyldiisodecylphosphite